3-[4-(Piperazine-1-carbonyl)phenyl]-1-sulfamoyl-pyrrole-2-carboxylic acid hydrochloride Cl.N1(CCNCC1)C(=O)C1=CC=C(C=C1)C1=C(N(C=C1)S(N)(=O)=O)C(=O)O